(chloromethyl)-dimethylammonium chloride [Cl-].ClC[NH+](C)C